(R)-8-methoxy-N-(piperidin-3-yl)-7-(1H-pyrazol-4-yl)-[1,2,4]triazolo[1,5-c]pyrimidin-2-amine COC=1C=2N(C=NC1C=1C=NNC1)N=C(N2)N[C@H]2CNCCC2